CN1C(N(C2=C3C(=NC=C21)NC(=C3)C3=CC=C(C=C3)CN3CCC(CC3)S(=O)(=O)C)C3COCCC3)=O 3-Methyl-7-(4-((4-(methylsulfonyl)piperidin-1-yl)methyl)phenyl)-1-(tetrahydro-2H-pyran-3-yl)-3,6-dihydroimidazo[4,5-d]pyrrolo[2,3-b]pyridin-2(1H)-on